ClC1=C(C=C(CN2[C@@H](CN(CC2)C(=O)N2N=C(C=C2)NS(=O)(=O)C)C)C=C1)N1C[C@H](CC1)F N-(1-((R)-4-(4-Chloro-3-((S)-3-fluoropyrrolidin-1-yl)benzyl)-3-methylpiperazine-1-carbonyl)-1H-pyrazol-3-yl)methanesulfonamide